tris[4-tert-butyl-2-(1H-pyrazol-1-yl)pyridine] cobalt [Co].C(C)(C)(C)C1=CC(=NC=C1)N1N=CC=C1.C(C)(C)(C)C1=CC(=NC=C1)N1N=CC=C1.C(C)(C)(C)C1=CC(=NC=C1)N1N=CC=C1